[C@H]1([C@H](O)[C@H](O)[C@H](O1)CO)N1C(=O)NC(=O)C(=C1)COC(CC)C1=CC=CC=C1 1-α-D-ribofuranosyl-5-[1-(phenyl)propoxymethyl]uracil